methylbenzotriazole-1-methylamine CC1=CC=CC=2N(N=NC21)CN